NC[C@@H]([C@@H](C(=O)O)NC([C@H](C)N)=O)CCCB(O)O (2S,3S)-3-(aminomethyl)-2-[[(2S)-2-aminopropanoyl]amino]-6-borono-hexanoic Acid